2-butyl-1-{[1-(2-methoxyethyl)hexahydropyridin-4-yl]methyl}-7-(1-methylhexahydropyridin-4-yl)thieno[3,2-b]imidazo[4,5-d]pyridine-4-amine C(CCC)C1=NC=2C(=C3C(=NC2N)C=C(S3)C3CCN(CC3)C)N1CC1CCN(CC1)CCOC